[3-(trihydroxysilyl)propyl](methyl) phosphate P(=O)(OCCCC[Si](O)(O)O)([O-])[O-]